C(C)(=O)C1=CC=C(C=C1)NC(=O)C1=NN(C=N1)C1=CC=C(C=C1)Cl N-(4-acetylphenyl)-1-(4-chlorophenyl)-1H-1,2,4-triazole-3-carboxamide